(2R,6R)-2-(1,3-dimethyl-1H-pyrazol-4-yl)-6-methyl-4-(6-(6-(trifluoromethyl)imidazo[1,2-b]pyridazin-3-yl)pyrimidin-4-yl)morpholine CN1N=C(C(=C1)[C@@H]1CN(C[C@H](O1)C)C1=NC=NC(=C1)C1=CN=C2N1N=C(C=C2)C(F)(F)F)C